(2-Azaspiro[3.3]heptane-6-yl)(4-(5-(trifluoromethyl)pyrimidin-2-yl)piperazine-1-yl)methanone trifluoroacetate FC(C(=O)O)(F)F.C1NCC12CC(C2)C(=O)N2CCN(CC2)C2=NC=C(C=N2)C(F)(F)F